FC1(CCN(CC1)C1=CN=CN1)F 5-(4,4-difluoropiperidin-1-yl)imidazole